p-butyl-2-methyl-ethyl-4,6-di-tert-pentylphenyl acrylate C(C=C)(=O)OC1=C(CC(C=C1C(C)(C)CC)(C(C)(C)CC)CCCC)CCC